FC1=C(C=CC(=C1)F)C=1N=C2N(N=C(C=C2)C)C1C(=O)OCC Ethyl 2-(2,4-difluorophenyl)-6-methyl-imidazo[1,2-b]pyridazine-3-carboxylate